CC(CCCC)C1=NC=CC2=CC=CC=C12 1-(2-n-hexanyl)isoquinoline